ClC=1C(=NC(=NC1)NC1CCOCC1)C1=CC=C2CN(C(C2=C1)=O)CC(=O)NC(CO)C=1C=NC=CC1 2-(6-{5-chloro-2-[(oxacyclohex-4-yl)amino]pyrimidin-4-yl}-1-oxo-2,3-dihydro-1H-isoindol-2-yl)-N-[2-hydroxy-1-(pyridin-3-yl)ethyl]acetamide